8-[(2S)-3-[2-[2-[2-(2-benzyloxyethoxy)ethoxy]ethoxy]ethoxy]-2-(7-carboxyheptoxy)propoxy]octanoic acid C(C1=CC=CC=C1)OCCOCCOCCOCCOC[C@H](COCCCCCCCC(=O)O)OCCCCCCCC(=O)O